C1=CC=CC=2C3=CC=CC=C3N(C12)C1=C(C#N)C=CC(=C1)NC1=CC(=CC=C1)Cl 2-(9H-carbazol-9-yl)-4-((3-chlorophenyl)amino)benzonitrile